SCC=1C=C(C=CC1)O 3-(mercaptomethyl)phenol